C(C)(C)(C)OC(=O)N1CCC(=CC1)C1=C(C=C(C=C1)NC(=O)C1=CC(=C(C=C1)C=1CCN(CC1)C(=O)OC(C)(C)C)F)CC tert-butyl 4-{4-[(4-{1-[(tert-butoxy) carbonyl]-1,2,3,6-tetrahydropyridin-4-yl}-3-ethylphenyl)carbamoyl]-2-fluorophenyl}-1,2,3,6-tetrahydropyridine-1-carboxylate